NC=1C2=C(N=CN1)N(C=C2I)[C@@H]2[C@@H]([C@@H]([C@H](O2)CO)O[Si](C)(C)C(C)(C)C)O[Si](C)(C)C(C)(C)C |&1:11| ((2R,3R,4R,SR)-5-(4-Amino-5-iodo-7H-pyrrolo[2,3-d]pyrimidin-7-yl)-3,4-bis((tert-butyldimethylsilyl)oxy)tetrahydrofuran-2-yl)methanol